5-(7-fluoroquinolin-8-yl)-6-isobutylpyridin-2-amine FC1=CC=C2C=CC=NC2=C1C=1C=CC(=NC1CC(C)C)N